C[Si](NCCCN[Si](C)(C)C)(C)C.[Li].[Li] dilithium (N1,N3-bis(trimethylsilyl)propane-1,3-diamine)